COC1C2C3CCC(C3C1CC2)C=O 5-Methoxyhexahydro-4,7-methyleneindan-1-carbaldehyde